2-(5-(2-ethoxyvinyl)-3-methyl-2,4-dioxo-3,4-dihydropyrimidin-1(2H)-yl)-4-methylpentanoic acid methyl ester COC(C(CC(C)C)N1C(N(C(C(=C1)C=COCC)=O)C)=O)=O